O1C(COC2=C1C=CC=C2)COC2=NC(N1C(C3=CC=C(C=C3CC1)OCC1OCCC1)=C2)=O 2-(2,3-Dihydro-benzo[1,4]dioxin-2-ylmethoxy)-9-(tetrahydro-furan-2-ylmethoxy)-6,7-dihydro-pyrimido[6,1-a]isoquinolin-4-one